tert-butyl 4-((1-(2-(1-(4-cyano-3-(trifluoromethyl)phenyl)piperidine-4-carboxamido)pyrimidin-5-yl)piperidin-4-yl)methyl)piperazine-1-carboxylate C(#N)C1=C(C=C(C=C1)N1CCC(CC1)C(=O)NC1=NC=C(C=N1)N1CCC(CC1)CN1CCN(CC1)C(=O)OC(C)(C)C)C(F)(F)F